(6-{bis[(4-methoxyphenyl)methyl]amino}-4-methylpyridin-2-yl)-8-methyl-4-[(2R)-2-methylazetidin-1-yl]-2-(methylsulfanyl)pyrano[4,3-d]pyrimidin-5-one COC1=CC=C(C=C1)CN(C1=CC(=CC(=N1)C1=C(C=2N=C(N=C(C2C(O1)=O)N1[C@@H](CC1)C)SC)C)C)CC1=CC=C(C=C1)OC